BrN1C2=C(OC3(C1=O)COCC3)C=CN=C2 bromo-4,5-dihydro-2H-spiro[furan-3,2'-pyrido[4,3-b][1,4]oxazin]-3'(4'H)-one